5-[(1S,3R,4S,5R)-5-{[5-cyclopropyl-3-(2,6-dichlorophenyl)-1,2-oxazol-4-yl]methoxy}-3-methyl-2-azabicyclo[2.2.1]heptan-2-yl]-N-(oxane-4-sulfonyl)pyridine-2-carboxamide C1(CC1)C1=C(C(=NO1)C1=C(C=CC=C1Cl)Cl)CO[C@H]1[C@@H]2[C@H](N([C@H](C1)C2)C=2C=CC(=NC2)C(=O)NS(=O)(=O)C2CCOCC2)C